BrC1=CC=C2C=C(NC2=C1)C1=NC2=C(N1C)C(=CC(=C2)C(=O)OC)OC methyl 2-(6-bromo-1H-indol-2-yl)-7-methoxy-1-methyl-1H-benzo[d]imidazole-5-carboxylate